ClC1=CC2=C(N=NN(C2=O)CCNC(OC(C)(C)C)=O)C=C1 Tert-butyl (2-(6-chloro-4-oxobenzo[d][1,2,3]triazin-3(4H)-yl)ethyl)carbamate